C1CCC2=C(C=CC=C12)C1=C(C=C2C(=N1)C(=NN2)C=2C=NN(C2)C2CN(C2)S(=O)(=O)C)OC 5-(2,3-dihydro-1H-inden-4-yl)-6-methoxy-3-(1-(1-(methylsulfonyl)azetidin-3-yl)-1H-pyrazol-4-yl)-1H-pyrazolo[4,3-b]pyridine